2-(6-(((3S,6R)-6-(Hydroxymethyl)-1-methylpiperidin-3-yl)amino)pyridazin-3-yl)-3-methyl-5-(trifluoromethyl)phenol OC[C@H]1CC[C@@H](CN1C)NC1=CC=C(N=N1)C1=C(C=C(C=C1C)C(F)(F)F)O